C(C)(C)(C)OC(=O)N1C[C@@H](CCC1)NC1=C(C=C(C(=C1)C(F)(F)F)C=1C=C(C=2N(C1)N=CN2)OC)N (R)-3-((2-amino-4-(8-methoxy-[1,2,4]triazolo[1,5-a]pyridin-6-yl)-5-(trifluoromethyl)phenyl)amino)piperidine-1-carboxylic acid tert-butyl ester